P(=O)([O-])([O-])[O-].C(CCCCCCCCCCC)[NH2+]CCCCCCCCCCCC.C(CCCCCCCCCCC)[NH2+]CCCCCCCCCCCC.C(CCCCCCCCCCC)[NH2+]CCCCCCCCCCCC dilauryl-ammonium phosphate